ethyl 6-(2-fluorobenzyl)-2-methyl-5-oxo-5,6-dihydro-1,6-naphthyridine-3-carboxylate FC1=C(CN2C(C=3C=C(C(=NC3C=C2)C)C(=O)OCC)=O)C=CC=C1